F[C@H]1[C@@H](C2=C(N(C=C2C(F)(F)F)C=2C(=C(C#N)C=CC2)F)[C@@H]1F)O (4R,5S,6S)-(5,6-difluoro-4-hydroxy-3-(trifluoromethyl)-5,6-dihydrocyclopenta[b]pyrrole-1(4H)-yl)-2-fluorobenzonitrile